COC(=O)C1CCC(CC1)C(NC)=O (1r,4r)-4-(Methylcarbamoyl)cyclohexane-1-carboxylic acid methyl ester